6-(3-bromo-2,5-difluorobenzyl)-7-((difluoromethyl)sulfonamido)-5-azaspiro[2.4]heptane-5-carboxylate BrC=1C(=C(CC2N(CC3(CC3)C2NS(=O)(=O)C(F)F)C(=O)[O-])C=C(C1)F)F